4-(1-(2-((2-((2-(tert-butoxy)-2-oxoethyl)amino)-2-oxoethyl)amino)-2-oxoethyl)-5'-fluoro-3-isopropyl-1H,1'H-[4,6'-biindazol]-1'-yl)-4-oxobutanoic acid C(C)(C)(C)OC(CNC(CNC(CN1N=C(C=2C(=CC=CC12)C1=C(C=C2C=NN(C2=C1)C(CCC(=O)O)=O)F)C(C)C)=O)=O)=O